3-Cyclopropyl-6-Methyl-1-[(1S)-1-[6-(Trifluoromethyl)Pyridin-3-Yl]Ethyl]-1H,4H,5H-Pyrazolo[3,4-d]Pyrimidin-4-One C1(CC1)C1=NN(C=2N=C(NC(C21)=O)C)[C@@H](C)C=2C=NC(=CC2)C(F)(F)F